OC=1C=C(CN2C(C(=CC(=C2)C(=O)N)C(=O)N([C@@H]2[C@H](C2)C)C)=O)C=CC1 1-(3-hydroxybenzyl)-N-methyl-N-((1S,2S)-2-methylcyclopropyl)-2-oxo-1,2-dihydropyridine-3,5-dicarboxylic acid diamide